N-{[6-({2-azabicyclo[2.2.2]octan-2-yl}methyl)imidazo[1,2-a]pyridin-2-yl]methyl}-4-oxo-4H-pyrido[1,2-a]pyrimidine-2-carboxamide C12N(CC(CC1)CC2)CC=2C=CC=1N(C2)C=C(N1)CNC(=O)C=1N=C2N(C(C1)=O)C=CC=C2